N-((6-(oxazol-4-ylmethoxy)-5-(trifluoromethoxy)-1H-indol-2-yl)methyl)pyrrolidine-1-carboxamide O1C=NC(=C1)COC1=C(C=C2C=C(NC2=C1)CNC(=O)N1CCCC1)OC(F)(F)F